O.C(C[C@@](O)(C)CCO)(=O)O mevalonate monohydrate